8a-Methyl-3,5-dimethylidene-3a,4,4a,6,7,8,9,9a-octahydrobenzo[f][1]benzofuran-2-one CC12CC3C(C(C(O3)=O)=C)CC1C(CCC2)=C